C1(CCC1)CNC1=CC=C2C(=N1)CN(C2=O)CCNC(C)=O N-(2-(2-((cyclobutylmethyl)amino)-5-oxo-5,7-dihydro-6H-pyrrolo[3,4-b]pyridin-6-yl)ethyl)acetamide